3-methyl-2-[2-(1-methyl-cyclopropyl)pyrazolo[3,4-b]pyridin-6-yl]-5-(trifluoromethyl)phenol CC=1C(=C(C=C(C1)C(F)(F)F)O)C=1C=CC=2C(N1)=NN(C2)C2(CC2)C